aminocyclobutyl-methanol NC(O)C1CCC1